(2R)-2-amino-4-phenylbutyric acid ethyl ester hydrochloride Cl.C(C)OC([C@@H](CCC1=CC=CC=C1)N)=O